CS(=O)(=O)C1=NC(=CC(=N1)Cl)Cl 2-methylsulfonyl-4,6-dichloropyrimidine